4-Chloro-3,3-dimethyl-1,3-dihydro-2,1-benzothiazol-7-amin-2,2-dioxid ClC1=CC=C(C2=C1C(S(N2)(=O)=O)(C)C)N